O=C1C=CC=NN1C[C@H]1CCN(CC12CCCC2)C(=O)OC(C)(C)C tert-butyl (S)-10-((6-oxopyridazin-1(6H)-yl)methyl)-7-azaspiro[4.5]decane-7-carboxylate